C(C)(C)(C)OC(=O)N[C@@H]1C(N(C2=C(C(C1)(F)F)C=C(C(=C2)C(=O)OCC)F)CC2=CC=C(C=C2)C2=NC=C(C=C2)C(F)(F)F)=O ethyl (3S)-3-(tert-butoxycarbonylamino)-5,5,7-trifluoro-2-oxo-1-[[4-[5-(trifluoromethyl)-2-pyridyl]phenyl]methyl]-3,4-dihydro-1-benzazepine-8-carboxylate